(3-chloro-5-methanesulfonamidophenyl)-1-{3-[(3,5-difluorophenyl)methoxy]-5-methoxypyridin-2-yl}pyrazole-4-carboxamide ClC=1C=C(C=C(C1)NS(=O)(=O)C)C1=NN(C=C1C(=O)N)C1=NC=C(C=C1OCC1=CC(=CC(=C1)F)F)OC